FC(C(C(C(F)(F)F)(F)F)(F)F)(S(=O)(=O)[O-])F Perfluoro-n-butylsulfonate